3-((1r,3r)-1-(3-bromophenyl)-3-(fluoromethoxy)cyclobutyl)-4-methyl-4H-1,2,4-triazole BrC=1C=C(C=CC1)C1(CC(C1)OCF)C1=NN=CN1C